3-chloro-6-(phenyl-d5)dibenzo[b,d]furan-1,2,4,7,8,9-d6 ClC1=C(C(=C2C(OC3=C2C(=C(C(=C3C3=C(C(=C(C(=C3[2H])[2H])[2H])[2H])[2H])[2H])[2H])[2H])=C1[2H])[2H])[2H]